6-[4-(5-Phenyl-1,3,4-oxadiazol-2-yl)piperidine-1-carbonyl]-4H-1,4-benzoxazin-3-one C1(=CC=CC=C1)C1=NN=C(O1)C1CCN(CC1)C(=O)C=1C=CC2=C(NC(CO2)=O)C1